2,2-Difluoro-N-[rac-(2R,3R)-1-[1-(4-fluorophenyl)-1H-indazol-5-yl]-2-(1-methyl-1H-pyrazol-4-yl)-pyrrolidin-3-yl]-propionamide FC(C(=O)N[C@H]1[C@H](N(CC1)C=1C=C2C=NN(C2=CC1)C1=CC=C(C=C1)F)C=1C=NN(C1)C)(C)F |r|